1-(4-((6-((4-(3-cyclopentyl-7-fluoro-2-methyl-2H-indazol-5-yl)-5-fluoropyrimidin-2-yl)amino)pyridin-3-yl)methyl)piperazin-1-yl)ethan-1-one C1(CCCC1)C=1N(N=C2C(=CC(=CC12)C1=NC(=NC=C1F)NC1=CC=C(C=N1)CN1CCN(CC1)C(C)=O)F)C